COC(C1=CC(=CC(=C1)S(=O)(=O)C)CCl)=O 3-(chloromethyl)-5-(methylsulfonyl)benzoic acid methyl ester